C(CCC)C=1N(C2=C(C=NC=3C=C(C=CC23)C(=O)[O-])N1)CC(C)O 2-butyl-1-(2-hydroxypropyl)-1H-imidazo[4,5-c]quinoline-7-carboxylate